6-fluoro-4-hydroxy-3,4-dihydro-2H-quinoline-8-carbonitrile FC=1C=C2C(CCNC2=C(C1)C#N)O